(R)-N-(1-(3,6-dimethyl-2-(methylthio)-4-oxo-3,4-dihydroquinazolin-8-yl)ethylidene)-2-methylpropane-2-sulfinamide CN1C(=NC2=C(C=C(C=C2C1=O)C)C(C)=N[S@](=O)C(C)(C)C)SC